N,N'-(1,3-phenylene)isophthalamide C1=CC2=CC(=C1)C(=O)NC3=CC=CC(=C3)NC2=O